4'-((2-(tert-butyl)-1H-imidazol-1-yl)methyl)-5-isobutyl-N-(3-methoxypyrazin-2-yl)-[1,1'-biphenyl]-2-sulfonamide C(C)(C)(C)C=1N(C=CN1)CC1=CC=C(C=C1)C=1C(=CC=C(C1)CC(C)C)S(=O)(=O)NC1=NC=CN=C1OC